5-((6-((3-Chloropyridin-2-yl)amino)pyrimidin-4-yl)amino)-4-methoxyisoindolin-1-one ClC=1C(=NC=CC1)NC1=CC(=NC=N1)NC=1C(=C2CNC(C2=CC1)=O)OC